C(#N)CCSC=CSCCC#N 1,2-bis(cyanoethylthio)ethaneN